C1(=CC=CC=C1)C=1N=C(C2=C(N1)C1=C(O2)C=CC=C1)N[C@@H](C)C(=O)O (2-phenyl-benzofuro[3,2-d]pyrimidin-4-yl)-L-alanine